COC(=O)C1=CC2=C(SC(CN2)C)C=C1 2-methyl-3,4-dihydro-2H-benzo[b][1,4]thiazine-6-carboxylic acid methyl ester